O=C(C(=O)O)CC 2-Oxobutyric acid